(3R,4S)-3-cyclopropyl-4-methyl-1-[6-(2-methylpyrazol-3-yl)pyrrolo[1,2-b]pyridazin-4-yl]-2-oxopyrrolidine-3-carbonitrile C1(CC1)[C@]1(C(N(C[C@H]1C)C=1C=2N(N=CC1)C=C(C2)C=2N(N=CC2)C)=O)C#N